5-bromo-1-methyl-1,2-dihydropyrazin-2-one BrC=1N=CC(N(C1)C)=O